NC\C=C(\CN1C(=NC2=C1C=C(C=C2C2=CC=C(C=C2)S(N(C)C)(=O)=O)C(=O)OC)C)/F methyl (Z)-1-(4-amino-2-fluorobut-2-en-1-yl)-4-(4-(N,N-dimethylsulfamoyl)phenyl)-2-methyl-1H-benzo[d]imidazol-6-carboxylate